C(#N)C1=NC=C(C(=C1)C(=O)OC)OC1=CC=C(C=C1)OCCOC1CCOCC1 methyl 2-cyano-5-[4-(2-tetrahydropyran-4-yloxyethoxy)phenoxy]pyridine-4-carboxylate